3-(N-methylaminoethyl)-pyrrolo[2,3-c]pyridine CNCCC1=CNC2=CN=CC=C21